CC1SCCC(O1)CCC 2-methyl-4-propyl-1,3-thiaoxane